C(C=C)(=O)NC=1C=C(C(=O)NC2CCC(CC2)NC2=NC=C(C(=N2)NC2=CC=CC=C2)Cl)C=CC1 3-acrylamido-N-(4-((5-chloro-4-(phenylamino)pyrimidin-2-yl)amino)cyclohexyl)benzamide